1-propylquinoxaline-2(1H)-one C(CC)N1C(C=NC2=CC=CC=C12)=O